6-bromo-2-methoxy-4-(3-((triisopropylsilyl)oxy)phenyl)quinoline BrC=1C=C2C(=CC(=NC2=CC1)OC)C1=CC(=CC=C1)O[Si](C(C)C)(C(C)C)C(C)C